CNC([C@@H](CCCC1=CC=CC=C1)NC([C@@H](C1=CC=CC=C1)NC(=O)[C@H]1NCCCC1)=O)=O (S)-N-((R)-2-(((R)-1-(methylamino)-1-oxo-5-phenylpentan-2-yl)amino)-2-oxo-1-phenylethyl)piperidine-2-carboxamide